1-(3-bromopropyl)-5-(4-methoxyphenyl)pyrrolidine-2-carboxylic acid methyl ester COC(=O)C1N(C(CC1)C1=CC=C(C=C1)OC)CCCBr